BrC1=C2CCCC2=C(C=2OCCC21)N=C=O 4-bromo-8-isocyanato-3,5,6,7-tetrahydro-2H-indeno[5,6-b]furan